ClC=1C(=NC(=NC1)NC1CCOCC1)C=1C=C2C(=NC1)CN(C2=O)CC(=O)N[C@H](C)C2=CC(=CC=C2)C 2-(3-{5-chloro-2-[(oxacyclohex-4-yl)amino]pyrimidin-4-yl}-5-oxo-5H,6H,7H-pyrrolo[3,4-b]pyridin-6-yl)-N-[(1R)-1-(3-methylphenyl)ethyl]acetamide